(4-oxo-3,4-dihydroquinazolin-2-yl)butyric acid O=C1NC(=NC2=CC=CC=C12)C(C(=O)O)CC